α,ε-dimethyl-ε-caprolactone CC1C(=O)OC(CCC1)C